5-Bromo-2-(((trans-2-((tert-butyldimethylsilyl)oxy)-4,4-difluorocyclopentyl)oxy)methyl)pyrimidine BrC=1C=NC(=NC1)CO[C@H]1[C@@H](CC(C1)(F)F)O[Si](C)(C)C(C)(C)C